N-(1,1-dimethyl-3-imidazolylpropyl)methacrylamide CC(CCC=1NC=CN1)(C)NC(C(=C)C)=O